FC1=CC=C(C=C1)S(=O)(=O)C=1C(C(N2C1C=CC1=CC=CC=C21)(C)C)=O 3-((4-fluorophenyl)sulfonyl)-1,1-dimethylpyrrolo[1,2-a]quinolin-2(1H)-one